C(\C=C\C(=O)O)(=O)O.CN1N=CC=C1C1CCN(CC1)C1CC2(C1)CN(CC2)C(=O)OCC ethyl (2r,4s)-2-[4-(1-methyl-1H-pyrazol-5-yl)piperidin-1-yl]-6-azaspiro[3.4]octane-6-carboxylate fumarate